C(C(=C)C)(=O)OCCOC1=CC=C(C=C1)C(C)(C)C1=CC=CC=C1 2-(p-cumylphenoxy)-ethyl methacrylate